3-bromo-1-(2H3)methyl-1H-1,2,4-triazole-5-carbaldehyde BrC1=NN(C(=N1)C=O)C([2H])([2H])[2H]